rac-((1S,2R)-2-vinylcyclobutyl)methanol C(=C)[C@@H]1[C@H](CC1)CO |r|